FC1=CC=C(C=C1)N(C(=O)C1(CC1)C(=O)N)C=1OC(=C(N1)C)C(NC1=CC(=CC=C1)C(F)(F)F)=O N-(4-fluorophenyl)-N-(4-methyl-5-((3-(trifluoromethyl)phenyl)carbamoyl)oxazol-2-yl)cyclopropane-1,1-dicarboxamide